C1(CCC1)NC[C@H]1NC([C@H](SCC1)C1=CC=C(C=C1)OC1=CC=CC=C1)=O (2R,5S)-5-[(cyclobutylamino)methyl]-2-(4-phenoxyphenyl)-1,4-thiazepan-3-one